C(C)(C)(C)C=1C(=NN2C1N=C(C=C2C=2C=NNC2)N2CC1=CC=C(C=C1C2)F)C(=O)NC2=CC(=CC=C2)OC (tert-butyl)-5-(5-fluoroisoindolin-2-yl)-N-(3-methoxyphenyl)-7-(1H-pyrazol-4-yl)pyrazolo[1,5-a]pyrimidine-2-carboxamide